C(CCC)(=O)OC1CCCCC1.[Ag] silver cyclohexyl butyrate